3-(5-ethylphenyl)-isoxazole C(C)C=1C=CC=C(C1)C1=NOC=C1